BrC=1C=C2C3CC(N(C(C2=CC1)=O)CC(=O)NC1=NC=C(C=N1)Cl)C3 2-(4-bromo-8-oxo-9-azatricyclo[8.1.1.02,7]dodeca-2,4,6-trien-9-yl)-N-(5-chloropyrimidin-2-yl)acetamide